L-2-(p-iodophenyl)-3-(p-nitrophenyl)-5-phenyltetrazole chloride [Cl-].IC1=CC=C(C=C1)N1NC(=NN1C1=CC=C(C=C1)[N+](=O)[O-])C1=CC=CC=C1